BrC=1C=C(OCCCNC(OC(C)(C)C)=O)C=CC1 tert-butyl (3-(3-bromophenoxy)propyl)carbamate